OCCCCCCNC(C1(CCCC1)C(=O)OC(C)(C)C)=O tert-Butyl 1-[(6-hydroxyhexylamino)-oxomethyl]-1-cyclopentanecarboxylate